CC1OC(C2=CC=C(C=C12)C1=CC=CC=C1)=O 3-methyl-5-phenylisobenzofuran-1(3H)-one